FC(OC1=CC=C(C=C1)C(\C=C\C1=CC(=C(C=C1)O)OCC)=O)F (E)-1-[4-(Difluoromethoxy)phenyl]-3-(3-ethoxy-4-hydroxyphenyl)prop-2-en-1-one